(R)-2-(3-(4-((1H-indazol-5-yl)amino)pyrimidin-2-yl)phenoxy)-N-(pyrrolidin-3-yl)acetamide HCl salt Cl.N1N=CC2=CC(=CC=C12)NC1=NC(=NC=C1)C=1C=C(OCC(=O)N[C@H]2CNCC2)C=CC1